CC([C@H](C)NC(=O)C1=NNC(=C1NS(=O)(=O)C1=CC=C(C=C1)C)C1CCC(CC1)OC)(C)C N-((S)-3,3-dimethylbutan-2-yl)-5-((1S,4r)-4-methoxycyclohexyl)-4-((4-methylphenyl)sulphonamido)-1H-pyrazole-3-carboxamide